4,4-difluoro-N-(4-(1-methyl-1H-benzo[d]imidazol-2-yl)phenyl)cyclohexane-1-carboxamide FC1(CCC(CC1)C(=O)NC1=CC=C(C=C1)C1=NC2=C(N1C)C=CC=C2)F